(S)-2-((4-((6-((4-chloro-2-fluorophenoxy)methyl-d2)pyridin-2-yl)oxy)piperidin-1-yl)methyl)-1-(oxetane-2-ylmethyl)-1H-benzo[d]imidazole-6-carboxylic acid methyl ester COC(=O)C=1C=CC2=C(N(C(=N2)CN2CCC(CC2)OC2=NC(=CC=C2)C([2H])([2H])OC2=C(C=C(C=C2)Cl)F)C[C@H]2OCC2)C1